NC1=C(C=2C(=NC=C(C2S1)F)C=1C2=C(C=3C=NC(=NC3C1F)N1CC(C(C1)NC)(C)C)COC2)C#N 2-Amino-4-(3-(3,3-dimethyl-4-(methylamino)pyrrolidin-1-yl)-5-fluoro-7,9-dihydrofuro[3,4-f]quinazolin-6-yl)-7-fluorothieno[3,2-c]pyridine-3-carbonitrile